2-(1-(4-azaspiro[2.5]oct-7-yl)-1H-pyrazol-4-yl)-8-chloro-7-((2-methyl-1H-benzo[d]imidazol-6-yl)oxy)quinoxaline C1CC12NCCC(C2)N2N=CC(=C2)C2=NC1=C(C(=CC=C1N=C2)OC=2C=CC1=C(NC(=N1)C)C2)Cl